2-(3-(1,3-dioxolan-2-yl)-4-((6-(methylsulfonyl)quinolin-4-yl)oxy)phenyl)acetate O1C(OCC1)C=1C=C(C=CC1OC1=CC=NC2=CC=C(C=C12)S(=O)(=O)C)CC(=O)[O-]